methyl 4-methyl-5-(trifluoromethyl)-2-(4-(trifluoromethyl)piperidin-1-yl)nicotinate CC1=C(C=NC(=C1C(=O)OC)N1CCC(CC1)C(F)(F)F)C(F)(F)F